4-((1-((2,4-Dichlorophenyl)sulfonyl)-3-methylazetidin-3-yl)methoxy)benzonitrile ClC1=C(C=CC(=C1)Cl)S(=O)(=O)N1CC(C1)(C)COC1=CC=C(C#N)C=C1